acetonitrile piperidine salt N1CCCCC1.C(C)#N